CC1(CC1)OC=1C=C2C(=NNC2=CC1)C1=CC(=NC=N1)N1CCN(CC1)CC1CCN(CC1)CCCCNC1=C2CN(C(C2=CC=C1)=O)C1C(NC(CC1)=O)=O 3-{4-[(4-{4-[(4-{6-[5-(1-methylcyclopropoxy)-1H-indazol-3-yl]pyrimidin-4-yl}piperazin-1-yl)methyl]piperidin-1-yl}butyl)amino]-1-oxo-2,3-dihydro-1H-isoindol-2-yl}piperidine-2,6-dione